CC1CC(NCCCCCCN2C=CC=3C=CC1=NC23)=O 11-methyl-1,8,19-triazatricyclo[10.5.2.0^{15,18}]nonadeca-12(19),13,15(18),16-tetraen-9-one